tert-butyl 4-(6-(8-fluoro-2-methylimidazo[1,2-a]pyridine-6-carboximidamido)-5-methyl pyridin-3-yl)piperazine-1-carboxylate FC=1C=2N(C=C(C1)C(NC1=C(C=C(C=N1)N1CCN(CC1)C(=O)OC(C)(C)C)C)=N)C=C(N2)C